C(C=C)(=O)N1C[C@@H](N(CC1)C=1C2=C(N(C(N1)=O)C=1C(=NC=CC1SC)C(C)C)N=C(C(=C2)Cl)C2=C(C=CC=C2C)F)C 4-((S)-4-propenoyl-2-methylpiperazin-1-yl)-6-chloro-7-(2-fluoro-6-methylphenyl)-1-(2-isopropyl-4-(methylsulfanyl)pyridin-3-yl)pyrido[2,3-d]pyrimidin-2(1H)-one